ClC1=CC=C(C=C1)C1=NN(C(C(=C1)C(=O)N[C@H](CO)C)=O)C1=CN=NC=C1 3-(4-Chlorophenyl)-N-[(2S)-1-hydroxypropan-2-yl]-6-oxo-6H-1,4'-bipyridazine-5-carboxamide